(3-(((tert-butyldiphenylsilyl)oxy)methyl)-4-ethyl-5-oxo-4,5-dihydro-1H-1,2,4-triazol-1-yl)-2-(3-fluorophenyl)-4-phenylisoquinolin-1(2H)-one [Si](C1=CC=CC=C1)(C1=CC=CC=C1)(C(C)(C)C)OCC1=NN(C(N1CC)=O)C=1N(C(C2=CC=CC=C2C1C1=CC=CC=C1)=O)C1=CC(=CC=C1)F